N-(2-(4,4-difluorocyclohexyl)-4-(2,5-difluorophenyl)pyridin-3-yl)-3-(difluoromethoxy)isoxazole-5-carboxamide FC1(CCC(CC1)C1=NC=CC(=C1NC(=O)C1=CC(=NO1)OC(F)F)C1=C(C=CC(=C1)F)F)F